CC1([C@H]2CN([C@@H]([C@@H]12)C(=O)O)C(COC1=CC=C(C=C1)OC(F)(F)F)=O)C (1R,2S,5S)-6,6-dimethyl-3-(2-(4-(trifluoromethoxy)phenoxy)acetyl)-3-azabicyclo[3.1.0]hexane-2-carboxylic acid